cyclopropyl-(3-(2-(5-(Hydroxymethyl)furan-2-yl)imidazo[4,5-d]pyrrolo[2,3-b]pyridin-1(6H)-yl)pyrrolidin-1-yl)Methanone C1(CC1)C(=O)N1CC(CC1)N1C(=NC=2C1=C1C(=NC2)NC=C1)C=1OC(=CC1)CO